oxo-1,4lambda5-azaphosphinane-1-carboxylate O=C1N(CC[PH3]C1)C(=O)[O-]